C(C)(=O)N1C(CCC2=CC(=CC=C12)C1=CC=C(CNC(=O)C=2N=C3N(C=C(N=C3N3CCOCC3)C=3C=NC(=NC3)N)C2)C=C1)C N-(4-(1-Acetyl-2-methyl-1,2,3,4-tetrahydroquinolin-6-yl)benzyl)-6-(2-aminopyrimidin-5-yl)-8-morpholinoimidazo[1,2-a]pyrazine-2-carboxamide